F[P-](F)(F)(F)(F)F.N1(N=NC2=C1C=CC=C2)O[P+](N(C)C)(N(C)C)N(C)C 1H-benzotriazol-1-yloxytri(dimethylamino)phosphorus hexafluorophosphate